(S)-2-chloro-8-cyclopentyl-7-ethyl-7,8-dihydro-5-methyl-6(5H)-pteridinone ClC1=NC=2N([C@H](C(N(C2C=N1)C)=O)CC)C1CCCC1